[I-].C(CCC)[PH3+] butylphosphonium Iodide